OC1=C(C=C(C=C1)[As](O)O)[N+](=O)[O-] (4-hydroxy-3-nitrophenyl)arsonous acid